N-(4-fluoro-3-methyl-phenyl)-6-(3-methoxyprop-1-ynyl)-1H-indazol-5-amine FC1=C(C=C(C=C1)NC=1C=C2C=NNC2=CC1C#CCOC)C